10-chlorospiro[benzo[c]fluorene-7,9'-xanthene] ClC1=CC=2C=3C4=C(C=CC3C3(C5=CC=CC=C5OC=5C=CC=CC35)C2C=C1)C=CC=C4